1-((3S,4R)-4-(3,4-difluorophenyl)-1-(2-methoxyethyl)pyrrolidin-3-yl)-3-(4-methyl-3-(5-methyl-1,3,4-oxadiazol-2-yl)-1-phenyl-1H-pyrazol-5-yl)urea FC=1C=C(C=CC1F)[C@H]1[C@@H](CN(C1)CCOC)NC(=O)NC1=C(C(=NN1C1=CC=CC=C1)C=1OC(=NN1)C)C